ClC1=NC2=CC(=C(C=C2C(=N1)NCC=1OC=CC1)OCCCN1CCOCC1)OC 2-chloro-N-(furan-2-ylmethyl)-7-methoxy-6-[3-(morpholin-4-yl)propoxy]quinazolin-4-amine